2-(((6aR,8R)-6a-ethyl-2-(3-fluoro-2-hydroxyphenyl)-5,6,6a,7,8,9-hexahydropyrrolo[1',2':4,5]pyrazino[2,3-c]pyridazin-8-yl)oxy)-5-formyl-6-methylnicotinonitrile C(C)[C@]12N(C=3C(=NN=C(C3)C3=C(C(=CC=C3)F)O)NC1)C[C@@H](C2)OC2=C(C#N)C=C(C(=N2)C)C=O